ClC1=CC=C2C(=N1)C(=CS2)C=2C=NN(C2)C 5-chloro-3-(1-methyl-1H-pyrazol-4-yl)thieno[3,2-b]pyridine